bis-(1-oxyl-2,2,6,6-tetramethylpiperidine-4-yl)sebacate ON1C(CC(CC1(C)C)OC(CCCCCCCCC(=O)OC1CC(N(C(C1)(C)C)O)(C)C)=O)(C)C